C(C)OC(=O)C=1NC2=C(C=CC(=C2C1)NC1=CC(=C(C=C1)OCCC1=CC=CC=C1)Cl)F 4-((3-chloro-4-phenylethoxyphenyl)amino)-7-fluoro-1H-indole-2-carboxylic acid ethyl ester